OC1=CC=C2C(C(=COC2=C1)C1=CC=C(C=C1)O)=O 7,4'-dihydroxyisoflavone